N1C(CCCC1)C(=O)O (+)-2-piperidinecarboxylic acid